C(C)(C)C1=C(C(=CC(=C1)C(C)C)C(C)C)S(=O)O 2,4,6-triisopropylbenzenesulfinic acid